[OH-].C(C1=CC=CC=C1)[N+](C)(C)C benzyltrimethylammonium hydroxide